C(#N)CC(=O)N1C[C@@H]([C@@H](CC1)C)N(C=1C2=C(N=CN1)N(C=C2)C(=O)NN(C(=O)OC(C)(C)C)CC)C tert-butyl 2-(4-(((3R,4R)-1-(2-cyanoacetyl)-4-methylpiperidin-3-yl) (methyl) amino)-7H-pyrrolo[2,3-d]pyrimidine-7-carbonyl)-1-ethylhydrazine-1-carboxylate